COC1=CC=C(CSCC=O)C=C1 2-((4-methoxybenzyl)thio)ethan-1-one